C(C)OC(=O)C=1C=CN(C1O)C 1-methyl-5-hydroxypyrrole-4-carboxylic acid ethyl ester